C1(=CC=CC2=CC=CC=C12)C1=CC=CC=2SC3=CC=CC=C3NC12 naphthyl-phenothiazine